ClC=1C=CC(=C(C1)C1=CC=CC(=C1N)Cl)N 5,5'-dichloro-2,6'-diaminobiphenyl